2-{2-[(6-Bromo-2-ethyl-imidazo[1,2-a]pyridin-3-yl)-methyl-amino]-5-methyl-thiazol-4-yl}-5-fluoro-benzonitrile BrC=1C=CC=2N(C1)C(=C(N2)CC)N(C=2SC(=C(N2)C2=C(C#N)C=C(C=C2)F)C)C